FC1(C)C(C=CC=C1)F 1,2-difluorotoluene